C(C)(C)N1C=C(C(C2=CC=CC=C12)=O)C 1-isopropyl-3-methylquinolin-4(1H)-one